7-bromo-4,5-dihydro-2H-benzo[e]indazole BrC1=CC2=C(C3=CNN=C3CC2)C=C1